2-(2-{[1-(3-chloro(2-pyridyl))-isopropyl]amino}pyrimidin-5-yl)-1,3-oxazole-5-carboxylic acid ClC=1C(=NC=CC1)C(C)(C)NC1=NC=C(C=N1)C=1OC(=CN1)C(=O)O